3-iodo-6-[2-(methyl-Carbamoyl)phenyl]sulfanyl-indazole-1-carboxylic acid tert-butyl ester C(C)(C)(C)OC(=O)N1N=C(C2=CC=C(C=C12)SC1=C(C=CC=C1)C(NC)=O)I